1-(2,2-dimethyl-4-piperidinyl)-4,4-difluoro-piperidine hydrochloride Cl.CC1(NCCC(C1)N1CCC(CC1)(F)F)C